(1S,cis)-4-[2-amino-6-(cyclopropylamino)-9H-purin-9-yl]-2-cyclopentene-1-methanol sulfate S(=O)(=O)(O)OC[C@@H]1C=C[C@@H](C1)N1C2=NC(=NC(=C2N=C1)NC1CC1)N